3-ethoxy-2-(trifluoromethyl)-1,1,1,2,3,4,4,5,5,6,6,6-dodecafluorohexane C(C)OC(C(C(F)(F)F)(F)C(F)(F)F)(C(C(C(F)(F)F)(F)F)(F)F)F